C(#N)[C@H](CCO)N(C(=O)C1=NN(C=2N(C([C@H]([C@H](C21)C2=CC=C(C=C2)F)NC(C2=CC(=CC=C2)C(F)(F)F)=O)=O)CC)C2=CC=CC=C2)C |o1:2| (4S,5S)-N-[(1S*)-1-cyano-3-hydroxypropyl]-7-ethyl-4-(4-fluorophenyl)-N-methyl-6-oxo-1-phenyl-5-[3-(trifluoromethyl)benzamido]-4H,5H-pyrazolo[3,4-b]pyridine-3-carboxamide